C(C)(C)(C)OOC(C)(CCC(C)(C)OOC(C)(C)C)C 2,5-bis(t-butyl-peroxy)-2,5-dimethylhexane